2-(phenylamino)-7H-pyrrolo[2,3-d]pyrimidin C1(=CC=CC=C1)NC=1N=CC2=C(N1)NC=C2